O=C1N(C(CC1)=O)OC(CCCC(=O)N(CC(=O)N(CC(=O)O)C)C)=O N-{5-[(2,5-Dioxopyrrolidin-1-yl)oxy]-5-oxopentanoyl}-N-methylglycyl-N-methylglycine